4-amino-1λ6-thiane-1,1-dione hydrochloride Cl.NC1CCS(CC1)(=O)=O